FC=1C(=CC(=C(C#N)C1)N1CCN(CC1)CC1=NC2=CC=CC=C2C(N1)=O)CC(C)C 5-fluoro-4-isobutyl-2-(4-((4-oxo-3,4-dihydroquinazolin-2-yl)methyl)piperazin-1-yl)benzonitrile